1-(4-(1-HYDROXYETHYL)PYRIDIN-2-YL)-N-(1-METHYL-1H-INDAZOL-7-YL)-1H-PYRAZOLE-4-SULFONAMIDE OC(C)C1=CC(=NC=C1)N1N=CC(=C1)S(=O)(=O)NC=1C=CC=C2C=NN(C12)C